O=C1NC(CCC1N1C(N(C2=C1C=CC(=C2)NC2=CC=C(C=N2)CC(=O)O)C)=O)=O 2-(6-((1-(2,6-dioxopiperidin-3-yl)-3-methyl-2-oxo-2,3-dihydro-1H-benzo[d]imidazol-5-yl)amino)pyridin-3-yl)acetic acid